C(C1CO1)OCOOP(O)(O)=O glycidoxy-methoxy-phosphoric acid